FC=1C=C(C=C(C1OC1=CC=NC2=CC(=C(C=C12)OC)OCC(C)(C)O)F)C1=NC=CC(=C1C(=O)N)OC (3,5-difluoro-4-((7-(2-hydroxy-2-methylpropoxy)-6-methoxyquinolin-4-yl)oxy)phenyl)-4-methoxypyridine-3-carboxamide